1-(4-(1-isopropyl-6-((6-methoxypyrimidin-4-yl)amino)-1H-pyrrolo[3,2-c]pyridin-4-yl)-3,6-dihydropyridin-1(2H)-yl)prop-2-en-1-one C(C)(C)N1C=CC=2C(=NC(=CC21)NC2=NC=NC(=C2)OC)C=2CCN(CC2)C(C=C)=O